2-methyl-3-(trifluoromethyl)pyrazolo[1,5-a]pyrimidine-6-carbonitrile CC1=NN2C(N=CC(=C2)C#N)=C1C(F)(F)F